2-Hydroxy-3-[4-[[(2'S,7R)-3-(hydroxymethyl)-2'-methyl-2-(trifluoromethyl)spiro[4,5-dihydrothieno[2,3-c]pyran-7,4'-piperidine]-1'-yl]methyl]pyrazol-1-yl]-2-methyl-propanamide OC(C(=O)N)(CN1N=CC(=C1)CN1[C@H](C[C@@]2(CC1)OCCC1=C2SC(=C1CO)C(F)(F)F)C)C